[Ga].C(C)(C)N=NNC(C)C.C(C)(C)N=NNC(C)C.C(C)(C)N=NNC(C)C tris(1,3-diisopropyltriazene) gallium